N[C@H](C(=O)OCC1=CC=CC=C1)[C@@H](C)OCC1=CC=CC=C1 (2S,3R)-benzyl 2-amino-3-(benzyloxy)butanoate